4-[(4S,SR)-4-methyl-5-phenyl-4,5-dihydro-1,3-oxazol-2-yl]-N-(thiophen-2-ylmethyl)piperazine-2-carboxamide C[C@@H]1N=C(O[C@H]1C1=CC=CC=C1)N1CC(NCC1)C(=O)NCC=1SC=CC1 |&1:5|